O=C1NC(CCC1N1C(C2=CC=C(C=C2C1=O)C1CCN(CC1)C[C@@H]1CC[C@H](CC1)COC)=O)=O Trans-2-(2,6-dioxopiperidin-3-yl)-5-(1-((4-(methoxymethyl)cyclohexyl)methyl)piperidin-4-yl)isoindoline-1,3-dione